C(C)(=O)N1CC(C1)(O)C#CC1=CC2=C(OC[C@@H](C(N2C)=O)NC(C2=NC=CC(=C2)OC2=CC=CC=C2)=O)C=C1 (S)-N-(7-((1-acetyl-3-hydroxyazetidin-3-yl)ethynyl)-5-methyl-4-oxo-2,3,4,5-tetrahydrobenzo[b][1,4]oxazepin-3-yl)-4-phenoxypicolinamide